tert-butyl N-[(1R,3S)-3-(trifluoromethoxy)cyclopentyl]carbamate FC(O[C@@H]1C[C@@H](CC1)NC(OC(C)(C)C)=O)(F)F